CNC=1C(=NC(=CC1)OC1=CC=C(C=C1)C1=CN=CS1)C N,2-dimethyl-6-(4-(thiazol-5-yl)phenoxy)pyridin-3-amine